The molecule is the conjugate acid of oleandomycin arising from protonation of the tertiary amino group; major species at pH 7.3. It is a conjugate acid of an oleandomycin. C[C@@H]1C[C@@H]([C@H]([C@@H](O1)O[C@H]2[C@H](C[C@@]3(CO3)C(=O)[C@@H]([C@H]([C@H]([C@H](OC(=O)[C@@H]([C@H]([C@@H]2C)O[C@H]4C[C@@H]([C@H]([C@@H](O4)C)O)OC)C)C)C)O)C)C)O)[NH+](C)C